[Zn].C(CC)S.[Zn] zinc propylsulfan-zinc salt